methyl ((((2R,5S)-5-(4-amino-5-fluoro-2-oxopyrimidin-1(2H)-yl)-2,5-dihydrofuran-2-yl) methoxy) (4-bromophenoxy) phosphoryl)-L-alaninate NC1=NC(N(C=C1F)[C@@H]1C=C[C@@H](O1)COP(=O)(OC1=CC=C(C=C1)Br)N[C@@H](C)C(=O)OC)=O